N1=CC(=CC=C1)C1=NOC2(C1C1CCC2C1)C(=O)NC(=O)C=1C(=CC=CC1)C 3-(pyridin-3-yl)-N-o-toluoyl-3a,4,5,6,7,7a-hexahydro-4,7-methylenebenzo[d]isoxazole-7a-carboxamide